FC(C(=O)NNC(=O)C=1SC(=CC1)CC=1OC(=NN1)C1=CC=CC=C1)F N'-(2,2-difluoroacetyl)-5-[(5-phenyl-1,3,4-oxadiazol-2-yl)methyl]thiophene-2-carbohydrazide